[Si](C)(C)(C)C1=C(C(=O)N)C=CC=N1 TMS-nicotinamide